FC1=C(C(=CC(=C1)[N+](=O)[O-])F)N1CCC(CC1)CN1CCC2(CC(C2)CNC(OCCCC)=O)CC1 butyl ((7-((1-(2,6-difluoro-4-nitrophenyl)piperidin-4-yl)methyl)-7-azaspiro[3.5]nonan-2-yl)methyl)carbamate